ClC=1C=CC(=C(C1)S(=O)(=O)C1=C(C(=CC=C1)F)C(F)(F)F)C 1-((5-chloro-2-methylphenyl)sulfonyl)-3-fluoro-2-(trifluoromethyl)benzene